FC=1C=C(C=C(C1)F)[C@H]1CC[C@H](CC1)OCC1=NC=CC=C1NS(=O)(=O)C N-(2-(((cis-4-(3,5-difluorophenyl)cyclohexyl)oxy)methyl)pyridin-3-yl)methanesulfonamide